NC(C(=O)NCC(=O)OCN1N=C(C=C1C)C1=NN2C(N=C(C=C2N2CCOCC2)N2N=C(C=C2)C=2C=C(C=CC2)C)=C1)CC(C)C [5-methyl-3-[7-morpholino-5-[3-(m-tolyl)pyrazol-1-yl]pyrazolo[1,5-a]pyrimidin-2-yl]pyrazol-1-yl]methyl 2-[[2-amino-4-methyl-pentanoyl]amino]acetate